(8R,9S,13S,14S)-3-Ethyl-13-methyl-6,7,8,9,11,12,13,14,15,16-decahydrospiro[cyclopenta[a]phenanthrene-17,2'-[1,3]dioxolane] C(C)C=1C=CC=2[C@H]3CC[C@]4([C@H]([C@@H]3CCC2C1)CCC41OCCO1)C